BrC(COCCBr)N 1-bromo-2-(2-bromoethoxy)ethaneAMINE